C(C=C)(=O)NC1=CC=C(N=N1)C=1C=C(C=CC1)C(C(=O)NC=1SC(=CN1)C#N)C(C)C 2-(3-(6-acrylamidopyridazin-3-yl)phenyl)-N-(5-cyanothiazol-2-yl)-3-methylbutanamide